C(=O)(O)[C@H](CO)N1CCNCCN(CCN(CC1)[C@@H](CO)C(=O)O)[C@@H](CO)C(=O)O 4,7,10-tris[(1S)-1-carboxy-2-hydroxyethyl]-1,4,7,10-tetraazacyclododecan